Ethyl rac-(2S,3S,5R)-3-(3,4-difluoro-2-methoxyphenyl)-5-methyl-5-(trifluoromethyl)tetrahydrofuran-2-carboxylate FC=1C(=C(C=CC1F)[C@H]1[C@H](O[C@](C1)(C(F)(F)F)C)C(=O)OCC)OC |r|